N-(4-(4-(ethylsulfonylamino)cyclohexyl)-1H-pyrrolo[2,3-b]pyridin-6-yl)cyclopropylcarboxamide C(C)S(=O)(=O)NC1CCC(CC1)C1=C2C(=NC(=C1)NC(=O)C1CC1)NC=C2